NC1=CC(=C(C=C1N)C1=CC(=C(C=C1)F)C(=O)NC1=CC=C(C=C1)COCC1=CC=CC=C1)F 4',5'-Diamino-N-(4-((benzyloxy)methyl)phenyl)-2',4-difluoro-[1,1'-biphenyl]-3-carboxamide